eicosanyl 3-bromopentanoate BrC(CC(=O)OCCCCCCCCCCCCCCCCCCCC)CC